C(C)(=O)[O-].C(CCCCCCCCCCC)[NH+]1CCCC1 N-Dodecylpyrrolidinium acetat